2-((2-((4-(4-((2-(2,6-dioxopiperidin-3-yl)-1-oxoisoindolin-5-yl)methyl)piperazin-1-yl)-2-isopropoxy-5-methylphenyl)amino)-5-(trifluoromethyl)pyridin-4-yl)amino)-N-methylbenzamide O=C1NC(CCC1N1C(C2=CC=C(C=C2C1)CN1CCN(CC1)C1=CC(=C(C=C1C)NC1=NC=C(C(=C1)NC1=C(C(=O)NC)C=CC=C1)C(F)(F)F)OC(C)C)=O)=O